2-fluoro-4-(trifluoromethoxy)benzoic acid FC1=C(C(=O)O)C=CC(=C1)OC(F)(F)F